[Ru](Cl)Cl Ruthenium(II) chloride